1-(4-benzyl-3-oxo-3,4-dihydro-2H-benzo[b][1,4]thiazin-6-yl)-3-(1H-pyrrolo[3,2-c]pyridin-3-yl)urea C(C1=CC=CC=C1)N1C2=C(SCC1=O)C=CC(=C2)NC(=O)NC2=CNC1=C2C=NC=C1